[Pr].CC1=C(C(O)=CC(=C1C)C)O 3,4,5-trimethyl-pyrocatechol Praseodymium